N[C@@H](C)C(=O)C([C@@H](C(=O)O)N)SSC[C@@H](C(=O)O)N alanyl-cystine